(2R,4R)-1-(3-chloro-2-fluorobenzyl)-4-((3',5'-difluoro-3-methyl-6'-((5-methyl-1H-pyrazol-3-yl)-amino)-[2,4'-bipyridin]-2'-yl)meth-yl)-2-methylpiperidine-4-carboxylic acid ClC=1C(=C(CN2[C@@H](C[C@@](CC2)(C(=O)O)CC2=NC(=C(C(=C2F)C2=NC=CC=C2C)F)NC2=NNC(=C2)C)C)C=CC1)F